C12(C(=O)CC(CC1)C2(C)C)C (P)-camphor